mercury(II) sulphate S(=O)(=O)([O-])[O-].[Hg+2]